4-dihydroisoquinoline C1C=NCC2=CC=CC=C21